4-((5-amino-7-(((5-methylisoxazol-3-yl)methyl)amino)-1H-pyrazolo[4,3-d]Pyrimidin-1-yl)methyl)-3-methoxybenzoic acid NC=1N=C(C2=C(N1)C=NN2CC2=C(C=C(C(=O)O)C=C2)OC)NCC2=NOC(=C2)C